N-ethoxyformyl-phthalimide C(C)OC(=O)N1C(C=2C(C1=O)=CC=CC2)=O